C1(CC1)C1=C(C(=NO1)C1=C(C=CC=C1Cl)Cl)CO[C@H]1[C@H]2CN([C@@H](C1)C2)C=2SC1=C(N2)C=CC(=C1)C(=O)O |r| ((1rs,4rs,5rs)-5-((5-cyclopropyl-3-(2,6-dichlorophenyl)isoxazol-4-yl)methoxy)-2-azabicyclo[2.2.1]hept-2-yl)benzo[d]thiazole-6-carboxylic acid